OC=1C=C(C2=CC=CC=C2C1)C1=C(C2=CC=CC=C2C(=C1)NS(=O)(=O)C1=CC=C(C=C1)OC)O N-(3,1'-Dihydroxy-[1,2']binaphthalenyl-4'-yl)-4-methoxy-benzenesulfonamide